2-Methyl-6-[(1-methyl-1H-pyrazol-4-yl)thio]pyrido[3,4-d]pyrimidin-4-ol CC=1N=C(C2=C(N1)C=NC(=C2)SC=2C=NN(C2)C)O